FC(OC1=C(C=C(C=O)C=C1)CC1=CC(=CC(=C1)C(F)(F)F)C(F)(F)F)F 4-difluoromethoxy-3-(3,5-bis(trifluoromethyl)benzyl)benzaldehyde